4-amino-4-carboxypiperidine NC1(CCNCC1)C(=O)O